FC1=C(C=C(C(=C1)C)F)CC=1C=2N(C=C(N1)C1=NC=C(C(=N1)O)F)C(=CN2)C=O 8-[(2,5-difluoro-4-methylphenyl)methyl]-6-(5-fluoro-4-hydroxypyrimidin-2-yl)imidazo[1,2-a]pyrazine-3-carbaldehyde